2-(2-(pyridin-2-ylamino)ethyl)-7-(1-(tetrahydro-2H-pyran-2-yl)-1H-pyrazol-5-yl)-2H-pyrazolo[3,4-c]Quinolin-4-amine N1=C(C=CC=C1)NCCN1N=C2C(=NC=3C=C(C=CC3C2=C1)C1=CC=NN1C1OCCCC1)N